[6-(3-cyclopropyl-1H-1,2,4-triazol-5-yl)-2-azaspiro[3.3]heptan-2-yl]-[6-[[5-(trifluoromethyl)-1H-pyrazol-4-yl]methyl]-2-azaspiro[3.3]heptan-2-yl]methanone C1(CC1)C1=NNC(=N1)C1CC2(CN(C2)C(=O)N2CC3(C2)CC(C3)CC=3C=NNC3C(F)(F)F)C1